N-[3-chloro-4-[4-[rac-(1R,5S)-3-azabicyclo[3.1.0]hexane-6-carbonyl]piperazine-1-carbonyl]phenyl]-5-[1-cyclopropyl-3-(trifluoromethyl)pyrazol-4-yl]-1-methylimidazole-2-carboxamide ClC=1C=C(C=CC1C(=O)N1CCN(CC1)C(=O)C1[C@H]2CNC[C@@H]12)NC(=O)C=1N(C(=CN1)C=1C(=NN(C1)C1CC1)C(F)(F)F)C |r|